C1(CC1)OC1=CC=C(C=C1)C[C@H]1NC[C@H](C1)O (2R,3S,4S)-2-[(4-cyclopropoxyphenyl)methyl]-4-hydroxypyrrolidin